magnesium carbonate tetra-hydrate O.O.O.O.C([O-])([O-])=O.[Mg+2]